N-(4-methylphenyl)-DL-2,3-diaminopropionamide CC1=CC=C(C=C1)NC([C@@H](CN)N)=O |r|